FC(C1=CC=C(C=N1)NC(=O)[C@@H]1CC12CCN(CC2)C(=O)OC(C(F)(F)F)C(F)(F)F)(F)F |o1:11| 1,1,1,3,3,3-hexafluoropropan-2-yl (R or S)-1-((6-(trifluoromethyl)pyridin-3-yl)carbamoyl)-6-azaspiro[2.5]octane-6-carboxylate